(2-((5-Chloro-2-((1,2,3,4-tetrahydroisoquinolin-7-yl)amino)pyrimidin-4-yl)amino)phenyl)dimethylphosphine ClC=1C(=NC(=NC1)NC1=CC=C2CCNCC2=C1)NC1=C(C=CC=C1)P(C)C